tert-butyl (R)-((1-(azetidine-3-carbonyl)piperidin-4-yl)methyl)(2-((tert-butyldimethylsilyl)oxy)-2-(8-hydroxy-2-oxo-1,2-dihydroquinolin-5-yl)ethyl)carbamate N1CC(C1)C(=O)N1CCC(CC1)CN(C(OC(C)(C)C)=O)C[C@@H](C1=C2C=CC(NC2=C(C=C1)O)=O)O[Si](C)(C)C(C)(C)C